ClC1=CC=C(C(C=N)=C1)O N-5-chlorosalicylideneamine